FC=1C=C(O[C@H]2CCN3N=C(N=C32)NC3[C@H]2CN(C[C@@H]3CC2)C2=NC=NC(=C2)C)C=C(C1)F (S)-7-(3,5-difluorophenoxy)-N-((1R,5S,8S)-3-(6-methylpyrimidin-4-yl)-3-azabicyclo[3.2.1]oct-8-yl)-6,7-dihydro-5H-pyrrolo[1,2-b][1,2,4]triazol-2-amine